5-((3-Chloro-4-fluorophenyl)carbamoyl)-1-methyl-1H-imidazol ClC=1C=C(C=CC1F)NC(=O)C1=CN=CN1C